(R)-5-(8-Fluoroimidazo[1,2-a]pyridin-6-yl)-4-methoxy-N-(1,1,1-trifluoropropan-2-yl)-7H-pyrrolo[2,3-d]pyrimidin-2-amine FC=1C=2N(C=C(C1)C1=CNC=3N=C(N=C(C31)OC)N[C@@H](C(F)(F)F)C)C=CN2